5-[[(Z)-[4-amino-8-(trans-4-aminocyclohexyloxy)-5,5-dimethyl-benzo[h]quinazolin-6-ylidene]amino]oxymethyl]oxazolidin-2-one NC1=NC=NC=2C3=C(\C(\C(C12)(C)C)=N/OCC1CNC(O1)=O)C=C(C=C3)O[C@@H]3CC[C@H](CC3)N